1-((4-(dihydroxyboranyl)phenyl)methyl)-1,3-benzodiazole-5-carboxylic acid trifluoroacetic acid salt FC(C(=O)O)(F)F.OB(C1=CC=C(C=C1)CN1C=NC2=C1C=CC(=C2)C(=O)O)O